FC1=C(C=CC=C1)S(=O)(C)=NCC=1C=NN(C1)C1=CC=C(C(N)=NO)C=C1 4-(4-((((2-fluorophenyl)(methyl)(oxo)-λ6-sulfaneylidene)amino)methyl)-1H-pyrazol-1-yl)-N'-hydroxybenzimidamide